ClC=1C=C(C=CC1)N1CCN(CC1)CCCN1C(CCC2=C(C=CC=C12)OC)=O 1-{3-[4-(3-Chlorophenyl)-1-piperazinyl]propyl}-5-methoxy-3,4-dihydro-2(1H)-quinolinone